{3-[7-chloro-3-(2,2,2-trifluoroethyl)pyrazolo[1,5-a]pyridin-2-yl]prop-2-yn-1-yl}carbamic acid tert-butyl ester C(C)(C)(C)OC(NCC#CC1=NN2C(C=CC=C2Cl)=C1CC(F)(F)F)=O